tert-butyl 4-[4-[[(3R)-2,6-dioxo-3-piperidyl] amino]-2-fluoro-phenyl]piperidine-1-carboxylate O=C1NC(CC[C@H]1NC1=CC(=C(C=C1)C1CCN(CC1)C(=O)OC(C)(C)C)F)=O